2-fluoro-4-(5-pentyl-1,3,2-dioxaborolan-2-yl)benzoic acid FC1=C(C(=O)O)C=CC(=C1)B1OC(CO1)CCCCC